N-(4-((3S,5R)-3-amino-5-methylpiperidin-1-yl)pyridin-3-yl)-2,2',6,6'-tetrafluoro-4'-isobutyramido-[1,1'-biphenyl]-3-carboxamide dihydrochloride Cl.Cl.N[C@@H]1CN(C[C@@H](C1)C)C1=C(C=NC=C1)NC(=O)C=1C(=C(C(=CC1)F)C1=C(C=C(C=C1F)NC(C(C)C)=O)F)F